C(CCCCCCC\C=C/C\C=C/CCCCC)(=O)OCC(COC(CCCN)=O)OC(CC(C)O)=O 3-((4-aminobutanoyl)oxy)-2-((3-hydroxybutanoyl) oxy)propyl (9Z,12Z)-octadeca-9,12-dienoate